4-((3-(2,3-dihydrobenzo[b][1,4]dioxin-6-yl)-2-methylbenzyl)oxy)-2,6-dimethoxybenzaldehyde O1C2=C(OCC1)C=C(C=C2)C=2C(=C(COC1=CC(=C(C=O)C(=C1)OC)OC)C=CC2)C